ClC1=C(C=C2C(C(NC2=C1)=O)=C(O)C1=CC(=C(C=C1)OC)F)C1=CC=C(C=C1)N1CCOCC1 6-Chloro-3-[1-(3-fluoro-4-methoxy-phenyl)-1-hydroxy-methylidene]-5-(4-morpholin-4-yl-phenyl)-1,3-dihydro-indol-2-one